CC1=C(C(=CC(=C1)C(C1=CC=CC=C1)C1=CC=CC=C1)C)I 2,6-dimethyl-4-(benzhydryl)iodobenzene